3-{[5-(3-Chlorophenyl)-3-hydroxy-pyridine-2-carbonyl]-amino}-propionic acid ClC=1C=C(C=CC1)C=1C=C(C(=NC1)C(=O)NCCC(=O)O)O